1-(2-((3r,5r,7r)-adamantan-1-yl)ethyl)-3-((5-(4-chloro-phenyl)-1-(2,4-dichlorophenyl)-4-methyl-1H-pyrrol-3-yl)-methyl)urea C12(CC3CC(CC(C1)C3)C2)CCNC(=O)NCC2=CN(C(=C2C)C2=CC=C(C=C2)Cl)C2=C(C=C(C=C2)Cl)Cl